methyl 4-amino-2,3,5-trifluorobenzoate NC1=C(C(=C(C(=O)OC)C=C1F)F)F